COCC(COC)OC1=NC=CC2=CC(=CC(=C12)O[C@H](C(F)(F)F)C)N1N=C(N(C1=O)CC)CO (S)-1-(1-((1,3-Dimethoxypropan-2-yl)oxy)-8-((1,1,1-trifluoropropan-2-yl)oxy)isoquinolin-6-yl)-4-ethyl-3-(hydroxymethyl)-1H-1,2,4-triazol-5(4H)-one